4,4'-isopropylidenedibenzoyl chloride C(C)(C)(C1=CC=C(C(=O)Cl)C=C1)C1=CC=C(C(=O)Cl)C=C1